2-(4-(trifluoromethyl)phenyl)-4,5-dihydro-oxazole-4-carboxylic acid ethyl ester C(C)OC(=O)C1N=C(OC1)C1=CC=C(C=C1)C(F)(F)F